2-tetradecyl-2-oxazoline C(CCCCCCCCCCCCC)C=1OCCN1